amphetamine carbamate (amphetaminecarbamate) N(C(C)CC1=CC=CC=C1)NC(=O)O.C(N)(O)=O.NC(C)CC1=CC=CC=C1